(R)-tert-butyl 4-((4-(3-(2-hydroxyphenyl)-5-methyl-7,8-dihydro-5H-pyrido[3',4':4,5]pyrrolo[2,3-c]pyridazin-6(9H)-yl)piperidin-1-yl)methyl)piperidine-1-carboxylate OC1=C(C=CC=C1)C1=CC2=C(N=N1)NC1=C2[C@H](N(CC1)C1CCN(CC1)CC1CCN(CC1)C(=O)OC(C)(C)C)C